(cis)-3-hexenol acetate C(C)(=O)OCC\C=C/CC